FC(C(=O)NC1=CC=CC=C1)(CC(CC1=CC=C(C=C1)C)O)F 2,2-difluoro-4-hydroxy-N-phenyl-5-(p-tolyl)valeramide